ClC(OC1=CC=C(C=C1)NC(C1=CN=C(C(=C1)C1=NNC=C1)N1CCN(CC1)C1CCN(CC1)CC1=CC=C(C=C1)C1C(NC(CC1)=O)=O)=O)(F)F N-(4-(chlorodifluoromethoxy)phenyl)-6-(4-(1-(4-(2,6-dioxopiperidin-3-yl)benzyl)piperidin-4-yl)piperazin-1-yl)-5-(1H-pyrazol-3-yl)nicotinamide